(S)-N-(5-Chloro-3-methyl-1H-pyrazol-4-yl)-5-fluoro-4-(6-hydroxypyridin-2-yl)-2-((1,1,1-trifluoropropan-2-yl)oxy)benzamide ClC1=C(C(=NN1)C)NC(C1=C(C=C(C(=C1)F)C1=NC(=CC=C1)O)O[C@H](C(F)(F)F)C)=O